(E)-1-bromo-2-(2-nitrovinyl)benzene Tert-butyl-(6''S,7'R)-2'-iodo-6''-methyl-5'H-dispiro[1,3-dithiane-2,4'-thieno[2,3-c]pyran-7',4''-piperidine]-1''-carboxylate C(C)(C)(C)OC(=O)N1CC[C@]2(C[C@@H]1C)OCC1(C3=C2SC(=C3)I)SCCCS1.BrC1=C(C=CC=C1)\C=C\[N+](=O)[O-]